(8-(2-(((S)-3-(((S)-tert-butylsulfinyl)amino)-6,6,6-trifluorohexyl)oxy)ethoxy)-[1,2,4]triazolo[1,5-a]pyrazin-6-yl)boronic acid C(C)(C)(C)[S@](=O)N[C@H](CCOCCOC=1C=2N(C=C(N1)B(O)O)N=CN2)CCC(F)(F)F